[2H]N[C@@H](CCCCN)C(=O)O Deuterolysin